O=C1O[C@@H]2CN([C@H]1C2)C(=O)OC(C)(C)C tert-butyl (1S,4S)-3-oxo-2-oxa-5-azabicyclo[2.2.1]heptane-5-carboxylate